(2-((3R,5R)-3,5-bis((t-butyldimethylsilyl)oxy)cyclohexylidene)ethyl)diphenylphosphine [Si](C)(C)(C(C)(C)C)O[C@@H]1CC(C[C@H](C1)O[Si](C)(C)C(C)(C)C)=CCP(C1=CC=CC=C1)C1=CC=CC=C1